2,6-bis(4-hydroxy-3,5-dimethylbenzyl)-4-methylphenol OC1=C(C=C(CC2=C(C(=CC(=C2)C)CC2=CC(=C(C(=C2)C)O)C)O)C=C1C)C